4-Nitrophenyl α-L-arabinofuranoside O([C@H]1[C@H](O)[C@@H](O)[C@@H](O1)CO)C1=CC=C(C=C1)[N+](=O)[O-]